ClC12CC(C1)(C2)N2N=C1N(C2=O)[C@@H](CC1)C1=NC=C(C=C1)F (S)-2-(3-chlorobicyclo[1.1.1]pentan-1-yl)-5-(5-fluoropyridin-2-yl)-2,5,6,7-tetrahydro-3H-pyrrolo[2,1-c][1,2,4]triazol-3-one